O(I)I.[Bi+3] bismuth (III) oxyiodide